isopropyl (4-(3-chloro-4-(2-chloro-3-(6-methoxy-5-(((((S)-5-oxopyrrolidin-2-yl)methyl)amino)methyl)pyridin-2-yl)phenyl)pyridin-2-yl)-2-methoxybenzyl)-L-prolinate ClC=1C(=NC=CC1C1=C(C(=CC=C1)C1=NC(=C(C=C1)CNC[C@H]1NC(CC1)=O)OC)Cl)C1=CC(=C(CN2[C@@H](CCC2)C(=O)OC(C)C)C=C1)OC